COC1=CC=C(C=C1)CN1N=C(C(=C1)C(=O)O)C(F)(F)F 1-[(4-methoxyphenyl)methyl]-3-(trifluoromethyl)pyrazole-4-carboxylic acid